5-((4,6-difluoro-5-(4'-((3-(methoxymethyl)azetidin-1-yl)methyl)-[1,1'-biphenyl]-4-yl)-1H-benzo[d]imidazol-2-yl)oxy)-2-methylbenzoic acid FC1=C(C(=CC=2NC(=NC21)OC=2C=CC(=C(C(=O)O)C2)C)F)C2=CC=C(C=C2)C2=CC=C(C=C2)CN2CC(C2)COC